FC1=CNC2=NC(=C(C=C21)O)OC 3-fluoro-6-methoxy-1H-pyrrolo[2,3-b]pyridin-5-ol